FC1=C(C2=C(C(N(S2=O)C)=O)C=C1)C 6-fluoro-2,7-dimethylbenzo[d]isothiazol-3(2H)-one-1-oxide